NC1=CC=C(C=C1)S(=O)(=O)NCC(F)F 4-amino-N-(2,2-difluoroethyl)benzenesulfonamide